C(C)(C)(C)OC(=O)C1=C(C=CC=C1)CCC(=O)O 3-(2-(tert-butoxycarbonyl)phenyl)propanoic acid